C1(CCCC1)N(S(=O)(=O)C=1C=C(C=CC1)NC(C=C)=O)CC=1C=C2CCCN(C2=CC1)CC N-(3-(N-cyclopentyl-N-((1-ethyl-1,2,3,4-tetrahydroquinolin-6-yl)methyl)sulfamoyl)-phenyl)acrylamide